[Ru].[Pt].[Ni].[Co].[Cu] copper cobalt nickel platinum ruthenium